2-(4-chlorophenyl)-N-[4-(4-chlorophenyl)-1-oxophthalazin-2(1H)-yl]acetamide ClC1=CC=C(C=C1)CC(=O)NN1C(C2=CC=CC=C2C(=N1)C1=CC=C(C=C1)Cl)=O